CNC[C@@H]1CC2=NC=CC=C2OC2=C1C=C(C=C2)C#N |o1:3| (R*)-10-((methylamino)methyl)-10,11-dihydrobenzo[6,7]oxepino[3,2-b]pyridine-8-carbonitrile